[N+](=O)([O-])C1=CC=C(C=C1)[O-].[Na+] sodium para-nitrophenolate